4-fluoro-1-[2-(2-methylpropoxy)pyridine-4-carbonyl]-N-{phenyl[4-(propan-2-yl)phenyl]methyl}pyrrolidine-2-carboxamide FC1CC(N(C1)C(=O)C1=CC(=NC=C1)OCC(C)C)C(=O)NC(C1=CC=C(C=C1)C(C)C)C1=CC=CC=C1